2',4'-dichlorospiro[cyclohexane-1,5'-pyrrolo[2,3-d]pyrimidin]-6'(7'H)-one ClC=1N=C(C2=C(N1)NC(C21CCCCC1)=O)Cl